3-(2,2,2-trifluoroethyl)imidazo[1,2-a]pyridin-8-amine FC(CC1=CN=C2N1C=CC=C2N)(F)F